NC1=C2C(=NN1C(=O)[C@@H]1CCNC3=C(C=CC=C13)C)COCC2 |o1:8| (R*)-(3-amino-4,5-dihydropyrano[3,4-c]pyrazol-2(7H)-yl)(8-methyl-1,2,3,4-tetrahydroquinolin-4-yl)methanone